N-(tert-butyl)-1-chloromethanesulfonamide C(C)(C)(C)NS(=O)(=O)CCl